(2S,4r)-1-[(2S)-2-(4-cyclopropyl-triazol-1-yl)-3,3-dimethyl-butyryl]-4-hydroxy-N-[3-(4-methylthiazol-5-yl)propyl]pyrrolidine-2-carboxamide C1(CC1)C=1N=NN(C1)[C@H](C(=O)N1[C@@H](C[C@H](C1)O)C(=O)NCCCC1=C(N=CS1)C)C(C)(C)C